O1CC(CC2=CC=CC=C12)C1=C(C=C(N)C=C1)F 4-(chroman-3-yl)-3-fluoroaniline